5-(3-((4-(4-fluorophenyl)thiazol-2-yl)amino)phenyl)-2,5-dimethyl-1,1-dioxo-1,2,4-thiadiazin FC1=CC=C(C=C1)C=1N=C(SC1)NC=1C=C(C=CC1)C1(N=CN(S(C1)(=O)=O)C)C